(R)-3-ethyl-1-(5-((3-(4-methyl-1-oxo-1,3-dihydroisobenzofuran-5-yl)piperazin-1-yl)methyl)pyridin-2-yl)-1H-pyrazole-4-carbonitrile C(C)C1=NN(C=C1C#N)C1=NC=C(C=C1)CN1C[C@H](NCC1)C=1C(=C2COC(C2=CC1)=O)C